COC1=C(C=C(C(=C1)N1CCC(CC1)N1CCN(CC1)C)C=1C=NN(C1)C)NC1=NC(=C2N=CNC2=N1)NC=1C(=C2N=CC=NC2=CC1)P(C)(C)=O (6-((2-((2-methoxy-5-(1-methyl-1H-pyrazol-4-yl)-4-(4-(4-methylpiperazin-1-yl)piperidin-1-yl)phenyl)amino)-9H-purin-6-yl)amino)quinoxalin-5-yl)dimethylphosphine oxide